3-(3,3-dicyclopropylpropyloxy)-1H-pyrazole (trifluoroacetate) FC(C(=O)O)(F)F.C1(CC1)C(CCOC1=NNC=C1)C1CC1